3-(4-(2-((4-(4-bromo-7,7-dimethyl-5-oxo-5,7-dihydroindolo[1,2-a]quinazolin-10-yl)piperidin-1-yl)methyl)-7-azaspiro[3.5]nonan-7-yl)-2,6-difluorophenyl)piperidine-2,6-dione BrC=1C=2C(N=C3N(C2C=CC1)C1=CC(=CC=C1C3(C)C)C3CCN(CC3)CC3CC1(C3)CCN(CC1)C1=CC(=C(C(=C1)F)C1C(NC(CC1)=O)=O)F)=O